methylenedisodium dicarbonate C(=O)(O)OC(=O)O.C([Na])[Na]